C(#N)C1=C(C=C(C=C1)B(O)O)C(F)(F)F (4-cyano-3-(trifluoromethyl)phenyl)boronic acid